C1(CCCC1)C(=O)N1CCN(CC1)C1=CC=C(C=C1)NC(=O)C=1C(NC=CC1NC1=C(C2=C(OCCN2)N=C1)C)=O N-(4-(4-(cyclopentanecarbonyl)piperazin-1-yl)phenyl)-4-((8-methyl-2,3-dihydro-1H-pyrido[2,3-b][1,4]oxazin-7-yl)amino)-2-oxo-1,2-dihydropyridine-3-carboxamide